CC1=C(C=C(C=C1)CN1CCOCC1)NC(C1=CC=C(C=C1)NC1=NC=C(C(=N1)C1=CC=NC=C1)SC)=O N-(2-Methyl-5-morpholin-4-ylmethyl-phenyl)-4-(5-methylsulfanyl-4-pyridin-4-yl-pyrimidin-2-ylamino)-benzamide